CSC=1N=CC2=C(N1)NC1=C2C=CN=C1 2-(methylthio)-9H-pyrido[4',3':4,5]pyrrolo[2,3-d]pyrimidine